3-((7-(5-methyl-1,2,4-oxadiazol-3-yl)isoquinolin-1-yl)amino)-N-(1-methyl-7-propoxy-1H-benzo[d]imidazol-2-yl)propenamide CC1=NC(=NO1)C1=CC=C2C=CN=C(C2=C1)NC=CC(=O)NC1=NC2=C(N1C)C(=CC=C2)OCCC